lithium-silver-vanadium oxide [O-2].[V+5].[Ag+].[Li+]